CC1=CC=CC(=N1)CN1N=CC2=CC(=CC=C12)[N+](=O)[O-] 1-((6-Methylpyridin-2-yl)methyl)-5-nitro-1H-indazole